7-((3-((2,6-dimethylphenyl)amino)-1-methyl-1H-pyrazolo[3,4-d]pyrimid-6-yl)amino)-1,2,3,4-tetrahydroisoquinoline CC1=C(C(=CC=C1)C)NC1=NN(C2=NC(=NC=C21)NC2=CC=C1CCNCC1=C2)C